O1CCN(CC1)C=1C2=C(N=CN1)N(C(=C2)C2=CC=C(C=C2)NC=2C=CC(=NC2)N2C[C@@H](CCC2)NC(OC(C)(C)C)=O)COCC[Si](C)(C)C tert-butyl (R)-(1-(5-((4-(4-morpholino-7-((2-(trimethylsilyl)ethoxy)methyl)-7H-pyrrolo[2,3-d]pyrimidin-6-yl)phenyl)amino)pyridin-2-yl)piperidin-3-yl)carbamate